6-(4-chlorobenzyl)-2-cyclopropyl-8-(morpholin-4-yl)-2,6-dihydroimidazo[1,2-c]pyrido[2,3-e]pyrimidin-5(3H)-one ClC1=CC=C(CN2C(N3C(C4=C2C=C(C=N4)N4CCOCC4)=NC(C3)C3CC3)=O)C=C1